BrC1=C(C=C2C(=NC(=NC2=C1F)Cl)N1C[C@H]2C[C@H]([C@@H](C1)N2C(=O)OC(C)(C)C)O)Cl tert-butyl (1R,5R,6R)-3-(7-bromo-2,6-dichloro-8-fluoroquinazolin-4-yl)-6-hydroxy-3,8-diazabicyclo[3.2.1]octane-8-carboxylate